BrC1=C(C=CC(=C1)C(C)(C)C)[N+](=O)[O-] 2-bromo-4-tert-butylnitrobenzene